3-Ethyl-1-methyl-1H-pyrazole C(C)C1=NN(C=C1)C